OCCOC1=CC=C(C=C1)N=NC1=CC=CC=C1 4-(2-hydroxy-ethyloxy)azobenzene